OC(C)C1C=C(C(O1)=O)CC(C)O 5-(1-hydroxyethyl)-3-(2-hydroxypropyl)-2(5H)-furanone